2-(5-(cyclopropylmethyl)-3-(6-fluoro-4'-(trifluoromethyl)-[1,1'-biphenyl]-3-yl)-4-(3-fluoro-4-sulfamoylbenzyl)-1H-pyrazol-1-yl)thiazole-4-carboxylic acid C1(CC1)CC1=C(C(=NN1C=1SC=C(N1)C(=O)O)C=1C=C(C(=CC1)F)C1=CC=C(C=C1)C(F)(F)F)CC1=CC(=C(C=C1)S(N)(=O)=O)F